P(=O)(O)(O)O.C(N)(=N)NC(=O)N carbamimidoyl-urea phosphate